(R)-tert-butyl (1-(2-chlorophenyl)-2-oxocyclohexyl)carbamate ClC1=C(C=CC=C1)[C@]1(C(CCCC1)=O)NC(OC(C)(C)C)=O